COC(=O)C=1C=C(C=C(C1)C(=O)OC)P(O)(O)=O.C(CCC)P(CCCC)(CCCC)CCCC.C(CCC)P(CCCC)(CCCC)CCCC di(tetra-n-butylphosphine) 3,5-bis(methoxycarbonyl)phenylphosphonate